ClC1=CC2=C(C=N1)C=CN2C(=O)OC(C)(C)C tert-butyl 6-chloropyrrolo[3,2-c]pyridine-1-carboxylate